ClC1=C(C=CC(=C1)Cl)NC=1C2=C(N=CN1)C=NC(=C2)OC2CCN(CC2)C(C=C)=O 1-(4-((4-((2,4-dichloro-phenyl)amino)pyrido[3,4-d]pyrimidin-6-yl)oxy)-piperidin-1-yl)prop-2-en-1-one